tert-Butyl (4-(4,5-dimethoxy-2-nitrobenzamido)phenethyl)(methyl)carbamate COC1=CC(=C(C(=O)NC2=CC=C(CCN(C(OC(C)(C)C)=O)C)C=C2)C=C1OC)[N+](=O)[O-]